(S)-N-((R)-7-chloro-1-((3,3-difluorocyclobutyl)formyl)-2,3-dihydro-1H-inden-1-yl)-1-(4-cyanopyridin-2-yl)-N-(3-fluorophenyl)-5-oxopyrrolidine-2-carboxamide ClC=1C=CC=C2CC[C@@](C12)(C(=O)C1CC(C1)(F)F)N(C(=O)[C@H]1N(C(CC1)=O)C1=NC=CC(=C1)C#N)C1=CC(=CC=C1)F